OC1N(CCC1)CC1=CC=C(C=C1)C1=C(N=CS1)C hydroxy-N-{[4-(4-methyl-1,3-thiazol-5-yl)phenyl]methyl}pyrrolidine